(S)-2-((3-(octan-2-yl)-1,2,4-oxadiazol-5-yl)methyl)acrylic acid C[C@@H](CCCCCC)C1=NOC(=N1)CC(C(=O)O)=C